C(C1=CC=CC=C1)(=O)OC1=C(C(=C(C(=C1F)F)F)F)S(N(C)C)(=O)=O (N,N-Dimethylsulfamoyl)-3,4,5,6-tetrafluorophenyl benzoate